C[C@H]1CC[C@@H](N(C1)C(C(=O)NC1=NC=CC=C1C(=O)N)=O)C1=CC(=C(C(=C1)F)F)F [[2-[(2R,5S)-5-methyl-2-(3,4,5-trifluorophenyl)-1-piperidyl]-2-oxo-acetyl]amino]pyridine-3-carboxamide